C(C1=CC=CC=C1)OC1=NC(=CC=C1N1C(N(C2=C1C=CC(=C2)N2CCN(CC2)C(=O)OC(C)(C)C)C)=O)OCC2=CC=CC=C2 tert-butyl 4-(1-(2,6-bis(benzyloxy)pyridin-3-yl)-3-methyl-2-oxo-2,3-dihydro-1H-benzo[d]imidazol-5-yl)piperazine-1-carboxylate